C(CCCCCCCCCCCC)(=O)OCC(O)CO glycerol tridecylate